7-methoxy-9-(3-(piperazin-1-yl)propyl)-1-(trifluoromethyl)-9H-pyrido[3,4-b]indole COC1=CC=C2C3=C(N(C2=C1)CCCN1CCNCC1)C(=NC=C3)C(F)(F)F